S(=O)(=O)=C1C(C(=O)C2=CC=CC=C2)C=CC=C1 sulfonylbenzophenone